4-{7-benzyl-5H,6H,8H,9H-pyrazino[2,3-d]azepin-2-yl}-1,4-oxazepane C(C1=CC=CC=C1)N1CCC2=C(CC1)N=CC(=N2)N2CCOCCC2